C1(CCC(CC1)B(O)O)B(O)O 1,4-cyclohexanediboronic acid